4-(trimethylsilyl)piperazine C[Si](N1CCNCC1)(C)C